NC1=CC(=C(C(=N1)C)C1=CC2=C(N=C(S2)NC(=O)C2C(C2)F)C=C1)C N-(6-(6-amino-2,4-dimethylpyridin-3-yl)benzo[d]thiazol-2-yl)-2-fluorocyclopropane-1-carboxamide